ClC=1C=CC(=C(C1)[C@@H](C)NS(=O)C(C)(C)C)CN1C(NC(C2=C1C=CN2)=O)=S N-[(1R)-1-[5-chloro-2-[(4-oxo-2-sulfanylidene-2,3,4,5-tetrahydro-1H-pyrrolo[3,2-d]pyrimidin-1-yl)methyl]phenyl]ethyl]-2-methylpropane-2-sulfinamide